N1-(4-Methoxy-5-(1-methyl-1H-benzo[d][1,2,3]triazol-6-yl)pyrrolo[2,1-f][1,2,4]triazin-2-yl)-3-methylcyclobutane-1,3-diamine COC1=NC(=NN2C1=C(C=C2)C=2C=CC1=C(N(N=N1)C)C2)NC2CC(C2)(N)C